C(N)(=O)C1=C(N=C(N=N1)O)NC1=CC(=C(C=C1)OC(=O)N1CCCCC1)F 4-((6-carbamoyl-3-hydroxy-1,2,4-triazine-5-yl) amino)-2-fluorophenylpiperidin-1-carboxylate